OC1=CC=C(C=C1)C(C1=C(C(=C(C(=C1)C)O)C)C)C1=C(C(=C(C(=C1)C)O)C)C 4,4'-[(4-hydroxyphenyl)methylene]bis(2,3,6-trimethylphenol)